COC=1C=C2C=CC(C2=CC1OC)=O 5,6-Dimethoxyindenone